C(C)OC(=O)C=1NC2=CC=C(C=C2C1I)F 5-Fluoro-3-iodo-1H-indole-2-carboxylic acid ethyl ester